(2R,4S)-2-methylpiperidine-4-carbonitrile hydrochloride Cl.C[C@H]1NCC[C@@H](C1)C#N